C1(CC1)OC=1C=C(C=CC1)C1=CC(=NN1C1=C2C(=NNC2=CC=C1)C)COC(C(=O)O)(C)C 2-([5-(3-Cyclopropoxyphenyl)-1-(3-methyl-1H-indazol-4-yl)-1H-pyrazol-3-yl]methoxy)-2-methylpropanoic acid